ClC1=C(C=C(C=C1C)O)C 2-chloro-5-hydroxy-m-xylene